B(F)(F)F.O1CCN(CCC1)C[K] (1,4-oxazepan-4-yl)methyl-potassium trifluoroborate